m-aminobenzenesulfonic acid sodium salt [Na+].NC=1C=C(C=CC1)S(=O)(=O)[O-]